((1,5-dimethyl-3-oxo-2-phenyl-2,3-dihydro-1H-pyrazol-4-yl)(methyl)amino)butyric acid CN1N(C(C(=C1C)N(C)C(C(=O)O)CC)=O)C1=CC=CC=C1